C1N(CCC12CNCC2)C(=O)C2CCN(CC2)C2=CC(=CC=C2)C(F)(F)F (2,7-diazaspiro[4.4]nonan-2-yl)(1-(3-(trifluoromethyl)phenyl)piperidin-4-yl)methanone